The molecule is a HETE that is (5Z,8Z,12E,14Z)-icosa-5,8,12,14-tetraenoic acid substituted at position 11 by a hydroxy group. It has a role as a mouse metabolite. It derives from an icosa-5,8,12,14-tetraenoic acid. It is a conjugate acid of an 11-HETE(1-). CCCCC/C=C\\C=C\\C(C/C=C\\C/C=C\\CCCC(=O)O)O